CSC1=CC=C(C=O)C=C1 4-(methylthio)benzaldehyde